ClC=1C(=C2C(=NC1C)CN(C2)C(=O)[C@H]2CN(CC2)C=2N=CC(=NC2)C#N)C 5-[(3R)-3-(3-Chloro-2,4-dimethyl-5,7-dihydropyrrolo[3,4-b]pyridin-6-carbonyl)pyrrolidin-1-yl]pyrazin-2-carbonitril